NC1=NC=CC(=C1)OC1=CC=C(C=C1)N1N=CN(C1=O)CC1=C(C=CC=C1F)F 2-[4-[(2-amino-4-pyridyl)oxy]phenyl]-4-[(2,6-difluorophenyl)methyl]-1,2,4-triazol-3-one